9-phenyl-nonanoic acid C1(=CC=CC=C1)CCCCCCCCC(=O)O